C(C)(C)(C)OC(NCC(=C(F)F)CN1N=CN(C1=O)C=1C=NC(=CC1C)Br)=O [2-[[4-(6-bromo-4-methyl-3-pyridinyl)-5-oxo-1,2,4-triazol-1-yl]methyl]-3,3-difluoro-allyl]carbamic acid tert-butyl ester